BrC=1C=C(NC2(CCC3(C(CC4=CC=CC=C34)C=3C=NN(C3)C)CC2)C(=O)O)C=CC1 (1s,4s)-4-(3-bromoanilino)-2'-(1-methyl-1H-pyrazol-4-yl)-2',3'-dihydrospiro[cyclohexane-1,1'-indene]-4-carboxylic acid